(3-chloro-5-methanesulfonamidophenyl)-5-{5-[1-(2,2-difluoroethyl)piperidin-4-yl]pyridin-2-yl}-1-methylpyrrole-3-carboxamide ClC=1C=C(C=C(C1)NS(=O)(=O)C)C=1N(C(=CC1C(=O)N)C1=NC=C(C=C1)C1CCN(CC1)CC(F)F)C